C(CCCCCCCCCCCCCCCCC)C=C(C(=O)O)C.C(C(=C)C)(=O)OCCCCCCCCCCCCCCCCCC stearyl methacrylate (Stearyl methyl acrylate)